OC1=CC=C2C(N[C@H](C2=C1)C1=C(NC2=CC=CC=C12)CNCC1=CC=C2C(=CN(C2=C1)CC=1N=CN(C1)C)CCNC(OC(C)(C)C)=O)=O tert-butyl (R)-(2-(6-((((3-(6-hydroxy-3-oxoisoindolin-1-yl)-1H-indol-2-yl)methyl)amino)methyl)-1-((1-methyl-1H-imidazol-4-yl)methyl)-1H-indol-3-yl)ethyl)carbamate